CC1(OB(OC1(C)C)C1=CC(=CC2=C1C=C(S2)C2=CCCN(C2)C(CCN2N=NC=C2)=O)C(=O)OC)C Methyl 4-(4,4,5,5-tetramethyl-1,3,2-dioxaborolan-2-yl)-2-[1-[3-(triazol-1-yl)propanoyl]-3,6-dihydro-2H-pyridin-5-yl]benzothiophene-6-carboxylate